(R)-1-(2,5-difluoropyridin-3-yl)ethyl (4-(5-(2-(difluoromethyl)pyrimidine-5-carboxamido)pyrimidin-2-yl)-1-methyl-1H-pyrazol-5-yl)carbamate FC(C1=NC=C(C=N1)C(=O)NC=1C=NC(=NC1)C=1C=NN(C1NC(O[C@H](C)C=1C(=NC=C(C1)F)F)=O)C)F